1-(4-fluorophenyl)-(R,R)-1,2-hexanediol FC1=CC=C(C=C1)[C@H]([C@@H](CCCC)O)O